N-[[4-(5-Amino-4-cyano-1-tetrahydrofuran-3-yl-pyrazol-3-yl)-3-fluoro-phenyl]methyl]-5-fluoro-2-methoxy-benzamide NC1=C(C(=NN1C1COCC1)C1=C(C=C(C=C1)CNC(C1=C(C=CC(=C1)F)OC)=O)F)C#N